COC=1C=NC2=CC=CC=C2C1 3-methoxyquinolin